tert-butyl 2-(2-(4-(3-azabicyclo[3.1.0]hexan-3-yl)-3-(1-(2,2,2-trifluoroethyl)-1H-indazole-3-carboxamido) benzamido)-5-fluorophenyl)acetate C12CN(CC2C1)C1=C(C=C(C(=O)NC2=C(C=C(C=C2)F)CC(=O)OC(C)(C)C)C=C1)NC(=O)C1=NN(C2=CC=CC=C12)CC(F)(F)F